C(C)N1C(=NN=C1)C1=CC=2N(C(=C1)OC1=CC=C(C=C1)O)C=NC2 4-[7-(4-ethyl-1,2,4-triazol-3-yl)imidazo[1,5-a]pyridin-5-yl]oxyphenol